C1(=CC=CC=C1)C1[C@@H](C1)C(=O)O (R)-2-phenylcyclopropane-carboxylic acid